C12C3(C4CC(CC(C1)C4)C2)OC3 spiro[oxirane-2,2-tricyclo[3.3.1.13,7]decane]